trans-2-(4-methyl-1-piperazinyl)-cyclohexanol CN1CCN(CC1)[C@H]1[C@@H](CCCC1)O